BrC1=CC2=C(N=C(N=C2)SC)N(C1=O)CC 6-bromo-8-ethyl-2-(methylthio)pyrido[2,3-d]pyrimidin-7(8H)-one